Cl.CC1(NCC(C(C1)=O)(C)C)C 2,2,5,5-Tetramethylpiperidin-4-one hydrochloride